FC1(CCC(CC1)C(=NO)N)F 4,4-Difluoro-N'-hydroxycyclohexane-1-carboxamidine